N-(thiophen-2-ylmethyl)thieno[3,2-c][1,2]thiazol-3-amine S1C(=CC=C1)CNC1=C2C(=NS1)C=CS2